2-methyl-5-(5-(6-(4-methylpiperazin-1-yl)pyridin-3-yl)-1H-pyrrolo[2,3-b]pyridin-3-yl)-2H-indazole CN1N=C2C=CC(=CC2=C1)C1=CNC2=NC=C(C=C21)C=2C=NC(=CC2)N2CCN(CC2)C